3-(4-Bromophenyl)-3-oxopropanenitrile BrC1=CC=C(C=C1)C(CC#N)=O